NC(C)N1C(=NCC1)C=CCCCCCCCCCCCCCCC 1-aminoethyl-2-(heptadecenyl)imidazoline